Methyl-3-butyl-3-ethyl-5-(4-fluorophenyl)-7-(methylthio)-2,3,4,5-tetrahydro-1,5-benzothiazepine CC1SC2=C(N(CC1(CC)CCCC)C1=CC=C(C=C1)F)C=C(C=C2)SC